3-oxo-2,3-dihydro-1H-pyrazole-4-carboxamide O=C1NNC=C1C(=O)N